8-phenylchromen-4-one C1(=CC=CC=C1)C=1C=CC=C2C(C=COC12)=O